COC1=C2C(NC(=NC2=CC(=C1)OC)C1=CC=C(C=C1)N1CCC(CC1)N(C(C)=O)CC)=O N-(1-(4-(5,7-dimethoxy-4-oxo-3,4-dihydroquinazolin-2-yl)phenyl)piperidin-4-yl)-N-ethylacetamide